(3-aminopiperidin-1-yl)(2-(1-(cyclopropylmethyl)-5-styryl-1H-indol-2-yl)-3,4-dihydro-5-oxa-1,2a-diazaacenaphthylen-7-yl)methanone NC1CN(CCC1)C(=O)C=1C=C2OCCN3C(=NC(C1)=C32)C=3N(C2=CC=C(C=C2C3)C=CC3=CC=CC=C3)CC3CC3